N-(5-((2-(5-azaspiro[3.4]octan-5-yl)ethyl)carbamoyl)-2-methylpyridin-3-yl)-7-(1-methyl-1H-pyrazol-4-yl)-[1,2,4]triazolo[4,3-a]pyridine-3-carboxamide C1CCC12N(CCC2)CCNC(=O)C=2C=C(C(=NC2)C)NC(=O)C2=NN=C1N2C=CC(=C1)C=1C=NN(C1)C